(R)-N-((R)-8-(5-((2,3-dichlorophenyl)thio)-6-iodopyrazin-2-yl)-8-azaspiro[4.5]Decan-1-yl)-2-methylpropan-2-sulfinamide ClC1=C(C=CC=C1Cl)SC=1N=CC(=NC1I)N1CCC2(CCC[C@H]2N[S@](=O)C(C)(C)C)CC1